tert-butyl 3-(((6-(trifluoromethyl)pyridin-2-yl)oxy)methyl)piperidine-1-carboxylate FC(C1=CC=CC(=N1)OCC1CN(CCC1)C(=O)OC(C)(C)C)(F)F